FC1=C(C(=C2C=CN(C2=C1)S(=O)(=O)C1=CC=C(C=C1)C)S(=O)(=O)C)OC1=C(C=CC(=C1)C1=NNC=C1F)F 6-fluoro-5-[2-fluoro-5-(4-fluoro-1H-pyrazol-3-yl)phenoxy]-4-methylsulfonyl-1-(p-tolylsulfonyl)indole